COC1=CC=C(C=C1)N1N=C(CC1=O)C(=O)O 1-(4-methoxyphenyl)-5-oxo-4,5-dihydro-1H-pyrazole-3-carboxylic acid